4-fluoro-7-methyl-N-(3-(pyrrolidine-2-carboxamido)phenyl)-1H-indole FC1=C2C=CN(C2=C(C=C1)C)C1=CC(=CC=C1)NC(=O)C1NCCC1